3-[[4-Ethyl-6-oxo-5-(trifluoromethyl)-1H-pyridazin-3-yl]methoxy]propionic acid methyl ester COC(CCOCC1=NNC(C(=C1CC)C(F)(F)F)=O)=O